2-(benzyloxy)-6-hydroxyquinoline-5-carbonitrile C(C1=CC=CC=C1)OC1=NC=2C=CC(=C(C2C=C1)C#N)O